Di-(carbomethoxy-phenyl)-methylsulfonium hexafluorophosphat F[P-](F)(F)(F)(F)F.C(=O)(OC)C1=C(C=CC=C1)[S+](C)C1=C(C=CC=C1)C(=O)OC